ClC=1C=C(C(=NC1)C(=O)N)C(F)(F)F 5-chloro(trifluoromethyl)picolinamide